trifluoromethanesulfonic acid-3-(ethoxycarbonyl)-7-fluoro-8-{[tri(prop-2-yl)silyl]ethynyl}naphthalene-1-yl ester C(C)OC(=O)C=1C=C(C2=C(C(=CC=C2C1)F)C#C[Si](C(C)C)(C(C)C)C(C)C)OS(=O)(=O)C(F)(F)F